BrC1=CC(=C(C=C1F)CC=O)F 2-(4-bromo-2,5-difluorophenyl)acetaldehyde